BrP(CCC1=CC(=CC=C1)C(F)(F)F)(C1=CC=CC=C1)(C1=CC=CC=C1)C1=CC=CC=C1 bromotriphenyl(3-(trifluoromethyl)phenethyl)-λ5-phosphane